C(C)C=1C(=C(C=CC1)C1=CC=C(C=C1)CC)CC(=O)Cl 2-(3,4'-diethyl-[1,1'-biphenyl]-2-yl)acetyl chloride